CC(CC)(CCC(CC)C)O 3,6-dimethyl-octan-3-ol